methyl difluoro(fluoro-sulfonyl)acetate FC(C(=O)OC)(S(=O)(=O)F)F